1-(4-(((R)-1-cyanoethyl)amino)-5-(5-((1r,4R)-4-(2-hydroxyethyl)cyclohexyl)isoxazol-3-yl)pyridin-2-yl)-1H-pyrazolo[3,4-b]pyridine-5-carbonitrile C(#N)[C@@H](C)NC1=CC(=NC=C1C1=NOC(=C1)C1CCC(CC1)CCO)N1N=CC=2C1=NC=C(C2)C#N